FC1=C2C(NC(=NC2=CC(=C1)OCC1CCN(CC1)C(CC1CN(C1)C1CCN(CC1)C1=C(C=C(C=C1)[N+](=O)[O-])F)=O)CSC1CCOCC1)=O 5-fluoro-7-((1-(2-(1-(1-(2-fluoro-4-nitrophenyl)piperidin-4-yl)azetidin-3-yl)acetyl)piperidin-4-yl)methoxy)-2-(((tetrahydro-2H-pyran-4-yl)thio)methyl)quinazolin-4(3H)-one